3-Hydroxy-5,6-dimethyl-3-phenylethynyl-isoindoline OC1(NCC2=CC(=C(C=C12)C)C)C#CC1=CC=CC=C1